N-(4-isobutoxybenzyl)-4-isocyano-pyridin-2-amine C(C(C)C)OC1=CC=C(CNC2=NC=CC(=C2)[N+]#[C-])C=C1